C(C)(C)(C)OC(=O)N[C@@H](CC1=CC(=C(OCB(O)O)C=C1)F)C(=O)OC 4-[(2S)-2-[(tert-Butoxycarbonyl)amino]-3-methoxy-3-oxopropyl]-2-fluorophenoxymethylboronic acid